5-(2,2-diethoxyethoxy)-2-(2,6-dioxopiperidin-3-yl)isoindole-1,3-dione C(C)OC(COC=1C=C2C(N(C(C2=CC1)=O)C1C(NC(CC1)=O)=O)=O)OCC